(5R)-9,9-dimethyl-8-oxo-2-{[3-(trifluoromethyl)-1H-pyrazol-1-yl]acetyl}-2-azaspiro[4.5]dec-6-ene-7-carbonitrile CC1(C(C(=C[C@]2(CCN(C2)C(CN2N=C(C=C2)C(F)(F)F)=O)C1)C#N)=O)C